[Ni].N=1C(C=CC1)=N pyrrolimine nickel